5-(1',2'-dihydrospiro[cyclopropane-1,3'-pyrrolo[2,3-b]pyridin]-5'-yl)-3-hydroxy-3-methylindolin-2-one N1CC2(C=3C1=NC=C(C3)C=3C=C1C(C(NC1=CC3)=O)(C)O)CC2